2-chloro-N1,5-dimethyl-N1-(pyridin-2-yl)benzene-1,3-diamine ClC1=C(C=C(C=C1N)C)N(C1=NC=CC=C1)C